5-Bromo-3-(5-(4-(2-(tert-butyldimethylsilyloxy)ethyl)piperazin-1-yl)pyridine-2-ylamino)-1-methylpyridin-2(1H)-one BrC=1C=C(C(N(C1)C)=O)NC1=NC=C(C=C1)N1CCN(CC1)CCO[Si](C)(C)C(C)(C)C